FC=1C=C(C=C(C1OC1=C(C=C(C=C1)C1=NC2=C(N1)C=C(C=C2)C(NC(C)C)=N)F)F)C2=NC1=C(N2)C=C(C=C1)C(NC(C)C)=N 2-(3,5-Difluoro-4-(2-fluoro-4-(6-(N-isopropylcarbamimidoyl)-1H-benzo[d]imidazol-2-yl)phenoxy)phenyl)-N-isopropyl-1H-benzo[d]imidazole-6-carboximidamide